3-(benzyloxy)-6-(4-((5-(2-((tert-butyldimethylsilyl)oxy)ethoxy)pyridin-3-yl)methoxy)-2-Chloro-7-((2-(trimethylsilyl)ethoxy)methyl)-7H-pyrrolo[2,3-d]pyrimidin-5-yl)quinoline C(C1=CC=CC=C1)OC=1C=NC2=CC=C(C=C2C1)C1=CN(C=2N=C(N=C(C21)OCC=2C=NC=C(C2)OCCO[Si](C)(C)C(C)(C)C)Cl)COCC[Si](C)(C)C